4-(4-(2,4-Dioxotetrahydropyrimidin-1(2H)-yl)-3-methylphenyl)piperidine-1-carboxylic acid tert-butyl ester C(C)(C)(C)OC(=O)N1CCC(CC1)C1=CC(=C(C=C1)N1C(NC(CC1)=O)=O)C